CC1=CN=C(S1)C=1C=C(C(=O)N[C@H](C)C=2N=NC(=CC2)C(F)(F)F)C=C(C1)OC[C@H]1COCC1 3-(5-Methyl-1,3-thiazol-2-yl)-5-[(3R)-tetrahydrofuran-3-ylmethoxy]-N-[(1R)-1-[6-(trifluoromethyl)pyridazin-3-yl]ethyl]benzamide